FC(C(C1=CC=C(C=C1)F)N1N=CC(=C1)C1=CN=CC(=N1)C=1C(=CC=2N(C1)N=C(N2)N2C(=CC=C2C)C)F)(C)F 6-(6-(1-(2,2-difluoro-1-(4-fluorophenyl)propyl)-1H-pyrazol-4-yl)pyrazin-2-yl)-2-(2,5-dimethyl-1H-pyrrol-1-yl)-7-fluoro-[1,2,4]triazolo[1,5-a]pyridine